C(#N)C1=NC=CC=C1OC1=CC(=NC=C1)C(=O)N[C@@H]1C(N(C2=C(OC1)C=CC(=C2)C#CC2(COC2)O)C)=O (S)-4-((2-cyanopyridin-3-yl)oxy)-N-(7-((3-hydroxyoxetan-3-yl)ethynyl)-5-methyl-4-oxo-2,3,4,5-tetrahydrobenzo[b][1,4]oxazepin-3-yl)pyridineamide